FC1=CC=C(CN2C(C3=C(C=4C=CC=NC24)CCN(C3)CC3=CC(=CC=C3)C#N)=O)C=C1 6-(4-fluorobenzyl)-3-(3-cyanobenzyl)-2,3,4,6-tetrahydropyrido[3,4-c][1,8]naphthyridin-5(1H)-one